Lanthanum gallium [Ga].[La]